FC=1C(NC(N(C1)C=1C=NN2C1C=C(C=C2)CN2C[C@@H](N(CC2)C(=O)OC(C)(C)C)C)=O)=O tert-butyl (S)-4-((3-(5-fluoro-2,4-dioxo-3,4-dihydropyrimidin-1(2H)-yl)pyrazolo[1,5-a]pyridin-5-yl)methyl)-2-methylpiperazine-1-carboxylate